N1(N=CC=C1)CC1=CC2=C(C(=NO2)N)C=C1OCC 6-(1H-pyrazol-1-ylmethyl)-5-ethoxybenzo[d]isoxazole-3-amine